C(=O)O.N[C@@H]1C[C@@H](CC1)OC=1C(=C(C(=NC1)C)F)C1=CC(=NN1)NC=1N=CC(=NC1)C#N 5-((5-(5-(((1R,3S)-3-aminocyclopentyl)oxy)-3-fluoro-2-methylpyridin-4-yl)-1H-pyrazol-3-yl)amino)pyrazine-2-carbonitrile formate salt